C(C)(C)C=1C=2N(C(=CC1)OCC(F)(F)F)N=C(N2)NC2C1CN(CC2CC1)C1=CC(=NC=C1)C(F)(F)F 8-isopropyl-5-(2,2,2-trifluoroethoxy)-N-((8endo)-3-(2-(trifluoromethyl)pyridin-4-yl)-3-azabicyclo[3.2.1]octan-8-yl)-[1,2,4]triazolo[1,5-a]pyridin-2-amine